[Al].N[C@@H](CS(=O)CC=C)C(=O)O AlliiN aluminum